3-isopropyl-2-(2-methylpyridin-4-yl)-5-(5-(piperidin-4-yl)-4H-1,2,4-triazol-3-yl)-1H-indole C(C)(C)C1=C(NC2=CC=C(C=C12)C1=NN=C(N1)C1CCNCC1)C1=CC(=NC=C1)C